FC1=CC(=C(OC2=C(C(=O)NC=3CC(C=CC3)=S(=O)=O)C=CC(=C2)C(F)(F)F)C=C1)OC 2-(4-fluoro-2-methoxyphenoxy)-N-(3-sulfonylphenyl)-4-(trifluoromethyl)benzamide